C(C)(C)(C)OC(=O)N1CC(CCC1)C1=NC(=C(C=C1)Br)OC 3-(5-bromo-6-methoxypyridin-2-yl)piperidine-1-carboxylic acid tert-butyl ester